ClC(C(=O)NC=1C(=C(C=CC1F)NC(C1=CC=CC=C1)=O)F)CCl N-(3-(2,3-dichloropropionylamino)-2,4-difluorophenyl)benzamide